2-((4-(2-(5-Phenyl-1H-imidazol-2-yl)pyridin-4-yl)-1H-pyrazol-1-yl)methyl)benzonitrile trifluoroacetate salt FC(C(=O)O)(F)F.C1(=CC=CC=C1)C1=CN=C(N1)C1=NC=CC(=C1)C=1C=NN(C1)CC1=C(C#N)C=CC=C1